FC(C1=CC=C(C=N1)NC(=O)C1=NC(=CC(=N1)OCCOC)C1=CN=CN1C)F N-(6-(difluoromethyl)pyridin-3-yl)-4-(2-methoxyethoxy)-6-(1-methyl-1H-imidazol-5-yl)pyrimidine-2-carboxamide